3,5-DIMETHYL-1H-INDOLE-2-CARBALDEHYDE CC1=C(NC2=CC=C(C=C12)C)C=O